CN(C)CC1CCC(CC1)[N+]1=NOC(=C1)[N-]C(NC1=CC(=CC(=C1)C(F)(F)F)NC(CC1=C(C=CC=C1)OC)=O)=O (3-((1R,4R)-4-((Dimethylamino)methyl)-cyclohexyl)-1,2,3-oxadiazol-3-ium-5-yl)((3-(2-(2-methoxyphenyl)acetamido)-5-(trifluoromethyl)-phenyl)carbamoyl)amide